OC=1C=C(C=2N(C1)N=CC2C#N)C=2C=NC(=CC2)N2CC1N(C(C2)C1)CC1=CN=C(C=C1)OC 6-hydroxy-4-(6-(6-(6-methoxynicotinyl)-3,6-diazabicyclo[3.1.1]heptan-3-yl)pyridin-3-yl)pyrazolo[1,5-a]pyridine-3-carbonitrile